N,N-bis(4-aminophenyl)benzene-1,4-diamine NC1=CC=C(C=C1)N(C1=CC=C(C=C1)N)C1=CC=C(C=C1)N